5-(2-(tert-butylamino)-2-oxoacetyl)-N-(1,4-dioxepan-6-yl)-1,2,4-trimethyl-1H-pyrrole-3-carboxamide C(C)(C)(C)NC(C(=O)C1=C(C(=C(N1C)C)C(=O)NC1COCCOC1)C)=O